C1N(CC12CCNCC2)S(=O)(=O)N2CCC(CC2)NC=2N=CC1=C(N2)N(C(C12CC2)=O)C2C(CCC2)C 2'-[(1-{2,7-Diazaspiro[3.5]nonane-2-sulfonyl}piperidin-4-yl)amino]-7'-(2-methylcyclopentyl)spiro[cyclopropane-1,5'-pyrrolo[2,3-d]pyrimidin]-6'-one